benzyl (5-(2-(3,4-dichlorophenoxy)acetamido)bicyclo[3.1.1]heptan-1-yl)carbamate ClC=1C=C(OCC(=O)NC23CCCC(C2)(C3)NC(OCC3=CC=CC=C3)=O)C=CC1Cl